N-[(1S)-1-[5-(2-methoxyquinolin-3-yl)-1H-imidazol-2-yl]-7-(1,3-oxazol-2-yl)-7-oxoheptyl]-2-(1H-pyrrol-1-yl)acetamide COC1=NC2=CC=CC=C2C=C1C1=CN=C(N1)[C@H](CCCCCC(=O)C=1OC=CN1)NC(CN1C=CC=C1)=O